5-(1-methyl-1H-pyrazol-4-yl)-3-(3-(pyridin-3-yl)pyrazolo[1,5-a]pyridin-5-yl)-1H-pyrrolo[2,3-b]pyridine CN1N=CC(=C1)C=1C=C2C(=NC1)NC=C2C2=CC=1N(C=C2)N=CC1C=1C=NC=CC1